FC(C1=CC(=NN1)NC=O)(F)F N-[5-(trifluoromethyl)-1H-pyrazol-3-yl]carboxamide